(2R,3S,4R,5R)-4-[[3-(3,4-Difluoro-2-methoxy-phenyl)-5-(difluoromethyl)-4,5-dimethyl-tetrahydrofuran-2-carbonyl]amino]pyridin-2-carboxamid FC=1C(=C(C=CC1F)[C@H]1[C@@H](O[C@@]([C@@H]1C)(C)C(F)F)C(=O)NC1=CC(=NC=C1)C(=O)N)OC